N-(2,5-dihydrobenzyl)-2,4-dihydrobenzoic acid amide C(C=1CC=CCC1)NC(C1CCCC=C1)=O